C(C)(C)(C)OC(=O)N(CCOC1=C(C=NN1C)C=1C=C(C(=O)OC)C=C(N1)C)CCNC1=C(C=CC=C1)[N+](=O)[O-] methyl 2-(5-(2-((tert-butoxycarbonyl) (2-((2-nitrophenyl) amino) ethyl) amino) ethoxy)-1-methyl-1H-pyrazol-4-yl)-6-methylisonicotinate